C1=NC(=CC2=CC=CC=C12)NC(NC1=NC(=CC(=N1)NCCCNC(C)=O)C)=O N-(3-((2-(3-(isoquinolin-3-yl)ureido)-6-methylpyrimidin-4-yl)amino)propyl)acetamide